BrC=1N=C(N2C1C(=NC=C2)N)C(C)C2=C(C(=C(C(=C2)Cl)C)I)OCC 1-bromo-3-(1-(5-chloro-2-ethoxy-3-iodo-4-methylphenyl)ethyl)imidazo[1,5-a]pyrazin-8-amine